dibromo[2,6-bis[4-(R)-tert-butyl-2-oxazolyl]-4-bromopyridine] cobalt [Co].BrC=1C(=C(C(=NC1C=1OC=C(N1)C(C)(C)C)C=1OC=C(N1)C(C)(C)C)Br)Br